4-methoxy-2,3-dimethyl-1-oxido-pyridin-1-ium COC1=C(C(=[N+](C=C1)[O-])C)C